FC1=C(C=CC(=C1)F)S(=O)(=O)NC=1C=C(C=NC1OC)N1CC2=C(N=CN=C2N2CCN(CC2)C(=O)OC(C)(C)C)CC1 tert-butyl 4-(6-(5-((2,4-difluorophenyl)sulfonamido)-6-methoxypyridin-3-yl)-5,6,7,8-tetrahydropyrido[4,3-d]pyrimidin-4-yl)piperazine-1-carboxylate